2-(imidazo[1,5-a]pyridin-3-yl)thiomorpholine-3,5-dione 1-oxide C=1N=C(N2C1C=CC=C2)C2C(NC(CS2=O)=O)=O